Rac-((1s,4s,7s)-tert-butyl 2-(5-(4-chloro-2-methyl-2H-indazol-5-yl)-3-methyl-4-oxo-4,7-dihydro-3H-pyrrolo[2,3-d]pyrimidin-2-yl)-2-azabicyclo[2.2.1]heptan-7-yl) carbamate C(N)(O[C@@H]1[C@@]2(N(C[C@@H]1CC2)C=2N(C(C1=C(N2)NC=C1C1=C(C2=CN(N=C2C=C1)C)Cl)=O)C)C(C)(C)C)=O |r|